1,2-di(furan-2-yl)ethane-1,2-dione O1C(=CC=C1)C(C(=O)C=1OC=CC1)=O